(R)-3-amino-6-(pent-4-en-2-yloxy)-5-(trifluoromethyl)pyridine-2-carboxylic acid methyl ester COC(=O)C1=NC(=C(C=C1N)C(F)(F)F)O[C@H](C)CC=C